1-aminopropane-2-ol NCC(C)O